N-cyclopentyl-5-(4-methoxyphenyl)pyrazolo[1,5-a]pyrimidin-7-amine C1(CCCC1)NC1=CC(=NC=2N1N=CC2)C2=CC=C(C=C2)OC